methyl 2-(tert-butoxycarbonylamino)-3-(3,3-dimethylcyclobutyl)propanoate C(C)(C)(C)OC(=O)NC(C(=O)OC)CC1CC(C1)(C)C